[Al].[Mg] magnesium-aluminum salt